[2-ethoxy-3-[4-[2-[4-[2-ethoxy-3-(2-methylprop-2-enoyloxy)propoxy]phenyl]propan-2-yl]phenoxy]propyl]2-methylprop-2-enoate C(C)OC(COC(C(=C)C)=O)COC1=CC=C(C=C1)C(C)(C)C1=CC=C(C=C1)OCC(COC(C(=C)C)=O)OCC